COCC(COC)NC(=O)C1=NN2C(N=C(C=C2N2CCOCC2)N2N=C(C=C2)C=2C=C(C=CC2)C)=C1 N-(1,3-dimethoxypropane-2-yl)-7-morpholino-5-(3-(m-tolyl)-1H-pyrazol-1-yl)pyrazolo[1,5-a]pyrimidine-2-carboxamide